COC1=CC2=C(N=C(O2)CCl)C=C1 6-methoxy-2-(chloromethyl)benzo[d]oxazole